4-(3-hydroxycyclobutyl)-1-(4-(trifluoromethoxy)phenyl)-1H-pyrazolo[3,4-b]pyridine-3-carbonitrile OC1CC(C1)C1=C2C(=NC=C1)N(N=C2C#N)C2=CC=C(C=C2)OC(F)(F)F